4-[(1r,5s,6r)-6-(diethylcarbamoyl)-3-azabicyclo[3.1.0]hexane-3-yl]piperidine-1-carboxylic acid ethyl ester C(C)OC(=O)N1CCC(CC1)N1C[C@H]2C([C@H]2C1)C(N(CC)CC)=O